Cl.NCC=1C=C(C=CC1)[C@@H]1C2=C(N(C([C@H]1NC(=O)C1=NC=CC(=N1)C(F)(F)F)=O)CC)N(N=C2)C2=CC=CC=C2 N-((4R,5S)-4-(3-(aminomethyl)phenyl)-7-ethyl-6-oxo-1-phenyl-4,5,6,7-tetrahydro-1H-pyrazolo[3,4-b]pyridin-5-yl)-4-(trifluoromethyl)pyrimidine-2-carboxamide hydrochloride